4-(4-((4-Chlorophenyl)sulfonyl)-3,4-dihydro-2H-pyrido[4,3-b][1,4]oxazin-8-yl)benzonitrile ClC1=CC=C(C=C1)S(=O)(=O)N1C2=C(OCC1)C(=CN=C2)C2=CC=C(C#N)C=C2